CCCCC(CC)C=O The molecule is a saturated fatty aldehyde that is heptane in which one of the hydrogens at position 3 has been replaced by a formyl group. It is a metabolite of the plasticisers di-2-ethylhexyl phthalate (DEHP) and di-2-ethylhexyl adipate (DEHA). It has a role as a fungal metabolite and a bacterial xenobiotic metabolite.